C[C@@H]1CN(C[C@H]2N1C[C@H](C2)N2CCNCC2)C2=C1C=CC(=NC1=C(C=C2)C#N)[2H] 5-[(4R,7S,8aS)-4-methyl-7-piperazin-1-yl-3,4,6,7,8,8a-hexahydro-1H-pyrrolo[1,2-a]pyrazin-2-yl]-2-deuterio-quinoline-8-carbonitrile